ClC1=CC(=NC=N1)OCC=1N=C2N(C=C(C=C2)C2CC2)C1 2-(((6-chloropyrimidin-4-yl)oxy)methyl)-6-cyclopropylimidazo[1,2-a]pyridine